1-[2-[2-(2-azidoethoxy)ethoxy]ethyl]-3-[2-(2,6-dioxo-3-piperidyl)-1-oxo-isoindolin-4-yl]urea N(=[N+]=[N-])CCOCCOCCNC(=O)NC1=C2CN(C(C2=CC=C1)=O)C1C(NC(CC1)=O)=O